N-{[4-(furan-2-yl)phenyl]methyl}-4-{[2-(2-methoxyethoxy)phenyl]methyl}-6-methyl-1-(2-methylpropanoyl)piperazine-2-carboxamide O1C(=CC=C1)C1=CC=C(C=C1)CNC(=O)C1N(C(CN(C1)CC1=C(C=CC=C1)OCCOC)C)C(C(C)C)=O